C(C)(=O)NC1=NC=CC(=C1)C1=C(N=C(N1)SC)C=1C=C(C=CC1)NC(=O)C=1C=2C=CN(C2C=CC1)C N-(3-(5-(2-acetamidopyridin-4-yl)-2-(methylthio)-1H-imidazol-4-yl)phenyl)-1-methyl-1H-indole-4-carboxamide